5-(4-(((2S,6r)-6-((3,3-difluoroazetidin-1-yl)methyl)-6-methyl-1,4-dioxan-2-yl)methoxy)phenyl)-2-oxo-6-(trifluoromethyl)-1,2-dihydropyridine-3-carboxamide FC1(CN(C1)C[C@@]1(COC[C@H](O1)COC1=CC=C(C=C1)C=1C=C(C(NC1C(F)(F)F)=O)C(=O)N)C)F